(R)-(1,3-Dimethyl-pyrrolidin-3-yl)-(4-phenoxy-phenyl)-(4-trifluoromethoxy-phenyl)-methanol CN1CC(CC1)(C)[C@](O)(C1=CC=C(C=C1)OC(F)(F)F)C1=CC=C(C=C1)OC1=CC=CC=C1